3-(1-methoxy-1-methyl-ethyl)piperidine COC(C)(C)C1CNCCC1